(1R,3S,5R)-2-(2-(3-acetyl-7-methyl-5-(2-methylpyrimidin-5-yl)-1H-indol-1-yl)acetyl)-N-(6-bromo-5-methylpyrazin-2-yl)-5-methyl-2-azabicyclo[3.1.0]hexane-3-carboxamide C(C)(=O)C1=CN(C2=C(C=C(C=C12)C=1C=NC(=NC1)C)C)CC(=O)N1[C@@H]2C[C@@]2(C[C@H]1C(=O)NC1=NC(=C(N=C1)C)Br)C